C[C@@H]1CN(C[C@@H](O1)C)C(=O)C=1C2=C(N(N1)CC(=O)N1CCC(CC1)C1=CC(=CC(=C1)C)C)CCC2 2-{3-[(2R,6S)-2,6-dimethylmorpholine-4-carbonyl]-5,6-dihydrocyclopenta[c]pyrazol-1(4H)-yl}-1-[4-(3,5-dimethylphenyl)piperidin-1-yl]ethan-1-one